ClC1=CC(=C2C(=N1)NN=C2)C=2C=C(C=NC2)C2=CC=C(C=C2)N2C(CCC2)=O 1-(4-(5-(6-chloro-1H-pyrazolo[3,4-b]pyridin-4-yl)pyridin-3-yl)phenyl)pyrrolidin-2-one